C12CC(CC(CC1)N2)OC2=CC=C1C=C(C(OC1=C2)=O)OC Exo-7-[(8-azabicyclo[3.2.1]octan-3-yl)oxy]-3-methoxy-chromen-2-one